1-methyl-4-((6-methoxypyridin-2-yl)amino)-7-chloro-N-(4-methoxybenzenesulfonyl)-indole-2-carboxamide sodium salt [Na].CN1C(=CC2=C(C=CC(=C12)Cl)NC1=NC(=CC=C1)OC)C(=O)NS(=O)(=O)C1=CC=C(C=C1)OC